2-piperazinethione N1C(CNCC1)=S